CC(CCCC/C=C/CCCCCCCO)CC (E)-14-methyl-8-hexadecen-1-ol